[Pd](Cl)Cl.C1(=CC=CC=C1)P([C-]1C=CC=C1)C1=CC=CC=C1.[C-]1(C=CC=C1)P(C1=CC=CC=C1)C1=CC=CC=C1.[Fe+2] 1,1'-bis-diphenylphosphino-ferrocene palladium dichloride